CN1N=NC(=C1NC(OC(C)C1=C(C=NC=C1)Cl)=O)C1=NC(=C(C=C1)NS(=O)(=O)C)C 1-(3-chloropyridin-4-yl)ethyl (1-methyl-4-(6-methyl-5-(methylsulfonamido) pyridin-2-yl)-1H-1,2,3-triazol-5-yl)carbamate